FC(OC1=C(C=C(C=C1)C=1C=C(C(N(N1)CC1=CSC=C1)=O)C(F)(F)F)OC)F 6-(4-(difluoromethoxy)-3-methoxyphenyl)-2-(thiophen-3-ylmethyl)-4-(trifluoromethyl)pyridazin-3(2H)-one